(1-((5-(tert-butyl)-1H-1,2,4-triazol-3-yl)sulfonyl)pyrrolidin-3-yl)(4-(7-fluoroquinoline-4-yl)piperazin-1-yl)methanone C(C)(C)(C)C1=NC(=NN1)S(=O)(=O)N1CC(CC1)C(=O)N1CCN(CC1)C1=CC=NC2=CC(=CC=C12)F